C(CCCCC)C1C2=CC=C(C=C2OC=2C=C(C=CC12)OC)C 9-Hexyl-3-methoxy-6-methyl-9H-xanthene